tert-butyl 3-(4-methyl-3-((1-(naphthalen-1-yl)cyclopropyl)carbamoyl) phenyl)pyrrolidine-1-carboxylate CC1=C(C=C(C=C1)C1CN(CC1)C(=O)OC(C)(C)C)C(NC1(CC1)C1=CC=CC2=CC=CC=C12)=O